2,4-dimethyl-1,3,5,6-tetraacetylglucitol C[C@@](C(O)C(C)=O)(O)[C@@](O)([C@](O)([C@](O)(C(O)C(C)=O)C(C)=O)C)C(C)=O